ethyl-dimethyl-ethoxysilane C(C)[Si](OCC)(C)C